NC1=C(SC=2N=C(SC21)C)C(=O)NC2CC=1C=C(C(=NC1CC2)N2CC(C(C2)C(COC)(F)F)N)F 6-amino-N-{2-[3-amino-4-(1,1-difluoro-2-methoxyethyl)pyrrolidin-1-yl]-3-fluoro-5,6,7,8-tetrahydroquinolin-6-yl}-2-methylthieno[2,3-d][1,3]thiazole-5-carboxamide